tert-butyl N-[2-[4-nitro-2-(2-trimethylsilylethoxymethyl)pyrazol-3-yl]phenyl]carbamate [N+](=O)([O-])C1=C(N(N=C1)COCC[Si](C)(C)C)C1=C(C=CC=C1)NC(OC(C)(C)C)=O